[Ru+2].N1=C(C=CC=C1)C1=NC=CC=C1.N1=C(C=CC=C1)C1=NC=CC=C1.N1=C(C=CC=C1)C1=NC=CC=C1 tris(2,2-bipyridyl) ruthenium (II)